3,6-dimethyl-8-[(1R)-1-(3-methyl-2-methylsulfonyl-anilino)ethyl]-2-morpholino-quinazolin-4-one CN1C(=NC2=C(C=C(C=C2C1=O)C)[C@@H](C)NC1=C(C(=CC=C1)C)S(=O)(=O)C)N1CCOCC1